NCCOCCOCCOCCOCCCN(C(OCC1=CC=CC=C1)=O)CC1=C(C=CC(=N1)C=1C(=NC=CC1)OCC)N1[C@@H](CN(CC1)C(C1=C(N=C(C=C1)OCC)C(F)(F)F)=O)CC benzyl (R)-(1-amino-3,6,9,12-tetraoxapentadecan-15-yl)((2'-ethoxy-5-(4-(6-ethoxy-2-(trifluoromethyl)nicotinoyl)-2-ethylpiperazin-1-yl)-[2,3'-bipyridin]-6-yl)methyl)carbamate